5-(6-fluoro-2-(3-methoxy-3-oxopropyl)-7-(3-(methoxymethoxy)naphthalen-1-yl)-4-(methylsulfinyl)-1H-pyrrolo[3,2-c][1,6]naphthyridin-1-yl)-2-azabicyclo[2.1.1]hexane-2-carboxylate FC1=C(N=CC=2C3=C(C(=NC12)S(=O)C)C=C(N3C3C1CN(C3C1)C(=O)[O-])CCC(=O)OC)C1=CC(=CC3=CC=CC=C13)OCOC